O1COC2=C1C=CC=C2 1,3-Benzodioxol